NC1=NC=CC=C1C1=CC(=NC=N1)NC(=O)[C@@H]1[C@@H](C1)F (1R,2R)-N-(6-(2-aminopyridin-3-yl)pyrimidin-4-yl)-2-fluorocyclopropane-1-carboxamide